phenyl-3-amino-5-(1-cyanocyclobutyl)-2-hydroxybenzoate C1(=CC=CC=C1)OC(C1=C(C(=CC(=C1)C1(CCC1)C#N)N)O)=O